4-(3,4-dihydroisoquinolin-2(1H)-yl)-N-(3-phenoxyphenyl)pyrimidin-2-amine C1N(CCC2=CC=CC=C12)C1=NC(=NC=C1)NC1=CC(=CC=C1)OC1=CC=CC=C1